C1(CC1)C=1C(=NN(C(C1)=O)C1=C(C=C(C=C1)OC)F)C(=O)O 4-Cyclopropyl-1-(2-fluoro-4-methoxy-phenyl)-6-oxo-pyridazine-3-carboxylic acid